1-(1-(benzyloxy)-2-((R)-2,2-dimethyl-1,3-dioxolan-4-yl)ethyl)cyclobutane-1-carbonitrile C(C1=CC=CC=C1)OC(C[C@H]1OC(OC1)(C)C)C1(CCC1)C#N